(R)-3-hydroxybutyrat O[C@@H](CC(=O)[O-])C